3-[(Z)-2-([2,3'-bipyridyl]-5'-yl)-2-fluorovinyl]-4-fluoro-N-[(1S,2S)-2-hydroxycyclohexyl]benzamide N1=C(C=CC=C1)C=1C=NC=C(C1)/C(=C/C=1C=C(C(=O)N[C@@H]2[C@H](CCCC2)O)C=CC1F)/F